7-(1-bromoethyl)-3-{3-[1-(4-methyl-4H-1,2,4-triazol-3-yl)propyl]phenyl}-5-(trifluoromethyl)-1H-pyrazolo[3,4-c]pyridine BrC(C)C=1N=C(C=C2C1NN=C2C2=CC(=CC=C2)C(CC)C2=NN=CN2C)C(F)(F)F